N4-ethyl-cytosine CCNC1=CC=NC(=O)N1